BrC=1C=CC(=NC1)OCCCN(C)C 3-((5-bromopyridin-2-yl)oxy)-N,N-dimethylpropan-1-amine